CC1=NC=CC=C1C(C)N(C(O)=O)C1=C(N=NN1C)C1=NC(=C(C=C1)NS(=O)(=O)C)C.ClC1=C(C=C(C(=C1)F)[N+](=O)[O-])C(Cl)(Cl)Cl 2-chloro-4-fluoro-5-nitro-trichloromethyl-benzene 1-(2-methylpyridin-3-yl)ethyl-(1-methyl-4-(6-methyl-5-(methylsulfonamido)pyridin-2-yl)-1H-1,2,3-triazol-5-yl)carbamate